COC(CCOC1=C(C(=CC=C1[N+](=O)[O-])F)Cl)=O 3-[(2-chloro-3-fluoro-6-nitrophenyl)oxy]propanoic acid methyl ester